NC1=CC=C(C=C1)N1C(CC(NC2=C3C=CN=CC3=CC=C21)=O)=O 5-(4-Aminophenyl)-1H-[1,4]diazepino[2,3-f]isoquinoline-2,4(3H,5H)-dione